6-methyl-4-[(1-methylcyclopropyl)amino]-N-(4-methylphenyl)furo[2,3-d]pyrimidine-5-carboxamide CC1=C(C2=C(N=CN=C2NC2(CC2)C)O1)C(=O)NC1=CC=C(C=C1)C